3-amino-4-methoxy-benzenesulfonamide NC=1C=C(C=CC1OC)S(=O)(=O)N